CC1=NC2=C(N1)C=CC(=C2)NC2=C(C=NC=C2)[N+](=O)[O-] 2-methyl-N-(3-nitropyridin-4-yl)-1H-benzimidazol-5-amine